S(=O)(=O)(C1=CC=C(C)C=C1)N1C=CC=2C1=NC=C(C2)/C=C/C(=O)O (E)-3-(1-tosyl-1H-pyrrolo[2,3-b]pyridin-5-yl)acrylic acid